ClC=1C(=NC(=NC1)NC1CCOCC1)C1=CC=C2CN(C(C2=C1)=O)CC(=O)N1CC2=CC=CC=C2CC1C 6-{5-chloro-2-[(oxacyclohex-4-yl)amino]pyrimidin-4-yl}-2-[2-(3-methyl-1,2,3,4-tetrahydroisoquinolin-2-yl)-2-oxoethyl]-2,3-dihydro-1H-isoindol-1-one